(Z)-N-[alpha-(cyclopropylmethoxyimino)-2,3-difluoro-6-(difluoromethoxy)benzyl]-2-phenylacetamide C1(CC1)CO\N=C(\C1=C(C(=CC=C1OC(F)F)F)F)/NC(CC1=CC=CC=C1)=O